N-[5-(2-fluoroethoxy)-4,6-dimethoxy-pyrimidin-2-yl]-7-pyrazol-1-yl-1H-indole-3-sulfonamide FCCOC=1C(=NC(=NC1OC)NS(=O)(=O)C1=CNC2=C(C=CC=C12)N1N=CC=C1)OC